N-{[4-(benzenesulfonyl)phenyl]methyl}isoquinoline-7-carboxamide C1(=CC=CC=C1)S(=O)(=O)C1=CC=C(C=C1)CNC(=O)C1=CC=C2C=CN=CC2=C1